1-Butyl-1-propylpiperidinium methansulfonat CS(=O)(=O)[O-].C(CCC)[N+]1(CCCCC1)CCC